C(C(=C)C)(=O)O.C(CCCCCCCCCCCCCCCCCCCCC)OC=C docosanoxyethylene methacrylate